ClC(=C(C(C(C(Cl)(Cl)Cl)(Cl)Cl)(Cl)Cl)Cl)Cl 1,1,2,3,3,4,4,5,5,5-decachloropent-1-ene